C(C1=CC=CC=C1)OC=1C=C(CN=[N+]=[N-])C=CC1 3-(benzyloxy)benzyl azide